CC1(CC=CCC1)C=O 1-METHYL-3-CYCLOHEXENE-1-CARBOXALDEHYDE